{6-[3-(4-methylphenyl)-1,1-dimethoxy-2-propynyl]-2-methoxynaphthalen-1-yl}diphenylsulfonium nonafluorobutanesulfonate FC(C(C(C(S(=O)(=O)[O-])(F)F)(F)F)(F)F)(F)F.CC1=CC=C(C=C1)C#CC(OC)(OC)C=1C=C2C=CC(=C(C2=CC1)[S+](C1=CC=CC=C1)C1=CC=CC=C1)OC